CN1C(=NC(=C1)C(F)(F)F)C1=CC=C(C=C1)COC1=NC=NC=C1OC1COC1 4-[[4-[1-methyl-4-(trifluoromethyl)imidazol-2-yl]phenyl]methoxy]-5-(oxetan-3-yloxy)pyrimidine